CC(C)(C)OC(=O)N1C[C@@H]2[C@H](C1)C2CO Tert-butyl (1R,5S,6r)-6-(hydroxymethyl)-3-azabicyclo[3.1.0]hexane-3-carboxylate